N-[4-[(6,7-Dimethoxy-1,5-naphthyridin-4-yl)oxy]-3-fluorophenyl]-1-ethyl-5-(4-fluoro-2-methylphenyl)-6-(hydroxymethyl)-4-oxopyridine-3-carboxamide COC=1N=C2C(=CC=NC2=CC1OC)OC1=C(C=C(C=C1)NC(=O)C1=CN(C(=C(C1=O)C1=C(C=C(C=C1)F)C)CO)CC)F